Cl.C(C#C)C1CCNCC1 4-(prop-2-yn-1-yl)piperidine, hydrochloride